neodymium telluride [Te-2].[Nd+3].[Te-2].[Te-2].[Nd+3]